C(C=C)(=O)OCCCOC1=CC=C(C(=O)OC2=C(C=C(C=C2)OC(C2=CC=C(C=C2)OCCCOC(C=C)=O)=O)C)C=C1 1,4-bis-[4-(3-acryloyloxypropoxy)benzoyl-oxy]-2-methylbenzene